tert-butyl 3,4-dihydropyridine-1(2H)-carboxylate N1(CCCC=C1)C(=O)OC(C)(C)C